C(=O)(O)[C@H](CC1=CC=CC=C1)NC(=O)C1=CC(=C2CC(OC(C2=C1O)=O)CCCCC(=O)O)Cl 5-[7-[[(1S)-1-carboxy-2-phenylethyl]Carbamoyl]-5-chloro-8-hydroxy-1-oxo-3,4-dihydroisochromen-3-yl]pentanoic acid